C[P+](CC(C)C)(C)C trimethyl(isobutyl)phosphonium